1-(4-(3,4-dihydroisoquinolin-2(1H)-yl)pyrimidin-2-yl)-N4,N4-dimethylbenzene-1,4-diamine C1N(CCC2=CC=CC=C12)C1=NC(=NC=C1)C1(CC=C(C=C1)N(C)C)N